Methylenedicyclohexyldiisocyanate C(C1(CCCCC1)N=C=O)C1(CCCCC1)N=C=O